C(#N)CC1(CCC(CC1)NC(=O)[C@H]1CCN(C2(CC2)C1)C(=O)C1=NNC(=C1)C1=CC(=NC=C1F)OC)C(F)(F)F (S)-N-((1r,4S)-4-(cyanomethyl)-4-(trifluoromethyl)cyclohexyl)-4-(5-(5-fluoro-2-methoxypyridin-4-yl)-1H-pyrazole-3-carbonyl)-4-azaspiro[2.5]octane-7-carboxamide